Calcium ammonium nitrat [N+](=O)([O-])[O-].[NH4+].[Ca]